ClC=1C=C(C=CC1F)C=1N=C(SC1F)NS(=O)(=O)C1=C(C=C(C=N1)NC(C)=O)C1=CC=CC=C1 N-(6-(N-(4-(3-chloro-4-fluorophenyl)-5-fluorothiazol-2-yl)sulfamoyl)-5-phenylpyridin-3-yl)acetamide